ethyl-2-(3-chloropyridin-2-yl)-5-oxopyrazolidine-3-carboxylate (ethyl 2-(3-chloropyridin-2-yl)-5-oxopyrazolidine-3-carboxylate) C(C)N1N(C(CC1=O)C(=O)O)C1=NC=CC=C1Cl.C(C)OC(=O)C1N(NC(C1)=O)C1=NC=CC=C1Cl